chloro-N-(1-methylcyclopropyl)-2-(pyridin-4-yl)pyrido[3,4-d]pyrimidin-4-amine ClC1=CN=CC=2N=C(N=C(C21)NC2(CC2)C)C2=CC=NC=C2